(S)-3,4-dichloro-N-(2-(pyrrolidin-1-yl)-3-(1-tosyl-1H-indazol-5-yl)propyl)benzamide ClC=1C=C(C(=O)NC[C@H](CC=2C=C3C=NN(C3=CC2)S(=O)(=O)C2=CC=C(C)C=C2)N2CCCC2)C=CC1Cl